ClC1=CC=C(C=N1)C1=NOC(=C1CN1N=CC(=CC1=O)N1CC2(C1)OC[C@@H](CC2)F)C |o1:26| (R or S)-2-((3-(6-chloropyridin-3-yl)-5-methylisoxazol-4-yl)methyl)-5-(7-fluoro-5-oxa-2-azaspiro[3.5]nonan-2-yl)pyridazin-3(2H)-one